ClN1N=CC=2C=NC=CC21 chloro-1H-pyrazolo[4,3-c]pyridine